trifluoropropyl-methyl-dichlorosilane FC(CC[Si](Cl)(Cl)C)(F)F